N1-butyladamantane-1,3-diamine 2,2,2-trifluoroacetate FC(C(=O)O)(F)F.C(CCC)NC12CC3(CC(CC(C1)C3)C2)N